2,2'-dimethylbiphenyl-4,4'-diol CC1=C(C=CC(=C1)O)C1=C(C=C(C=C1)O)C